BrC1=C(C=CC2=C1SC=C2)F 7-Bromo-6-fluorobenzo[b]thiophene